(S)-2-(azetidin-1-ylmethyl)-3-methylbutyric acid N1(CCC1)C[C@@H](C(=O)O)C(C)C